(2-Fluoro-3-((1S,4s)-4-hydroxy-1',2'-dihydrospiro[cyclohexane-1,3'-pyrrolo[2,3-b]pyridin]-5'-yl)phenyl)((R)-2-(1-methyl-1H-pyrazol-4-yl)piperidin-1-yl)methanone FC1=C(C=CC=C1C=1C=C2C(=NC1)NCC21CCC(CC1)O)C(=O)N1[C@H](CCCC1)C=1C=NN(C1)C